C(C)(C)(C)OC(N(C)CCCCCCCCNC(C1=CC(=CC=C1)C=1C=CC2=C(N=C(N=C2N2[C@@H](COCC2)C)N2[C@@H](COCC2)C)N1)=O)=O tert-butyl-N-[8-[[3-[2,4-bis[(3R)-3-methylmorpholin-4-yl]pyrido[2,3-d]pyrimidin-7-yl]benzoyl]amino]octyl]-N-methyl-carbamate